O=C1NC2=CC=C(C=C2CC1)C(=O)NC1=CC(=CC=C1)C#CC1=NC=CC=C1 2-OXO-N-(3-(PYRIDIN-2-YLETHYNYL)PHENYL)-1,2,3,4-TETRAHYDROQUINOLINE-6-CARBOXAMIDE